N-((1R,2S)-2-Hydroxycyclopentyl)-5-(2-methyl-4-phenoxyphenyl)-4-oxo-4,5-dihydro-3H-1-thia-3,5,8-triazaacenaphthylene-2-carboxamide O[C@@H]1[C@@H](CCC1)NC(=O)C=1SC=2N=CC=C3N(C(NC1C23)=O)C2=C(C=C(C=C2)OC2=CC=CC=C2)C